2-(3,4-dihydroxyphenyl)-5,7-dihydroxychroman-3-yl 2-fluoro-3,4,5-trihydroxybenzoate FC1=C(C(=O)OC2C(OC3=CC(=CC(=C3C2)O)O)C2=CC(=C(C=C2)O)O)C=C(C(=C1O)O)O